CNC(=O)C1=NOC(=C1)C1=CC=NC=C1 N-methyl-5-(pyridine-4-yl)isoxazole-3-carboxamide